CC1(CC2(CCC13OCCO3)OCCN3C2=NC=C3)C 2',2'-dimethyl-5,6-dihydrodispiro[imidazo[2,1-c][1,4]oxazine-8,4'-cyclohexane-1',2''-[1,3]dioxolane]